3-(2-hydroxypropan-2-yl)azetidin OC(C)(C)C1CNC1